(3S,7aR,9S,11aR)-3-isopropyl-9-[[(2R)-2-piperidyl]methyl-[[4-(trifluoromethyl)phenyl]methyl]amino]-3,6,7,7a,8,9,10,11-octahydro-2H-oxazolo[2,3-j]quinolin-5-one C(C)(C)[C@H]1CO[C@@]23CC[C@@H](C[C@H]3CCC(N21)=O)N(CC2=CC=C(C=C2)C(F)(F)F)C[C@@H]2NCCCC2